ethyl (Z)-2-chloro-3-(pyridine-2-yl)acrylate Cl\C(\C(=O)OCC)=C/C1=NC=CC=C1